6-(fluoromethyl)-5-(4-fluorophenyl)-1-methyl-4-oxopyridine-3-carboxamide FCC1=C(C(C(=CN1C)C(=O)N)=O)C1=CC=C(C=C1)F